ClC1=NC=C(C(=C1)C1=C(C=NC(=C1)COC1CC1)C(=O)NC=1SC(=NN1)OC)OC 2'-chloro-6-(cyclopropoxymethyl)-5'-methoxy-N-(5-methoxy-1,3,4-thiadiazol-2-yl)-(4,4'-bipyridine)-3-carboxamide